[B]=B[B][B]B=[B].[Tb] Terbium boride